boc-D-glutamic acid C(=O)(OC(C)(C)C)N[C@H](CCC(=O)O)C(=O)O